Cl.BrC=1C=CC=C2C(CCOC12)CN (8-bromochroman-4-yl)methanamine hydrochloride salt